C1(C=CCCC1)N1C(C2=CC=CC=C2C1=O)=O 2-cyclohex-2-enyl-isoindole-1,3-dione